N-(1-(Difluoromethyl)-3-((4-(trifluoromethyl)phenyl)ethynyl)-1H-pyrrolo[2,3-b]pyridin-5-yl)-2-fluoroacrylamide FC(N1C=C(C=2C1=NC=C(C2)NC(C(=C)F)=O)C#CC2=CC=C(C=C2)C(F)(F)F)F